2-(7-((2s,5s)-5-(methoxymethyl)-2-methyl-4-(1-(quinoxalin-6-yl)ethyl)piperazin-1-yl)-4-methyl-5-oxo-4,5-dihydro-2H-pyrazolo[4,3-b]pyridin-2-yl)acetonitrile COC[C@H]1N(C[C@@H](N(C1)C=1C=2C(N(C(C1)=O)C)=CN(N2)CC#N)C)C(C)C=2C=C1N=CC=NC1=CC2